isobutyl ether C(C(C)C)OCC(C)C